C1(CCCCC1)OC1=CC=C(C=N1)N1C(C(C2=C1N=C(N=C2NC)CO)(C)C)=O 7-(6-(cyclohexyloxy)pyridin-3-yl)-2-(hydroxymethyl)-5,5-dimethyl-4-(methylamino)-5,7-dihydro-6H-pyrrolo[2,3-d]pyrimidin-6-one